C(#N)C=1C=CC(=C(C1)NC1=C(C(N(S1)C)=S)C#N)F 5-((5-cyano-2-fluorophenyl)amino)-2-methyl-3-thioxo-2,3-dihydroisothiazole-4-carbonitrile